Dimethyl 4-(7-cyanobenzo[b]thiophen-3-yl)-2-(hydroxymethyl)-6-methyl-1,4-dihydropyridin-3,5-dicarboxylat C(#N)C1=CC=CC2=C1SC=C2C2C(=C(NC(=C2C(=O)OC)C)CO)C(=O)OC